[Si](C)(C)(C(C)(C)C)OCC1=NC(=CC=C1C1(CCOCC1)O)Cl 4-(2-(((tert-butyldimethylsilyl)oxy)methyl)-6-chloropyridin-3-yl)tetrahydro-2H-pyran-4-ol